COC=1C=C(C=C(C1)OC)C1C2=C(CNC1)N(N=C2C2=C(C=CC=C2)[N+](=O)[O-])CC2=CC=C(C=C2)OC (3,5-dimethoxyphenyl)-1-(4-methoxybenzyl)-3-(2-nitrophenyl)-4,5,6,7-tetrahydro-1H-pyrazolo[3,4-c]pyridine